C(C)NC(C[C@H]1C=2N(C3=C(C(=N1)C1=CC=C(C=C1)C1=CC(=CC=C1)NC(C1=NC=C(C=C1)OC)=O)C(=C(S3)C)C)C(=NN2)C)=O (S)-N-(4'-(6-(2-(ethylamino)-2-oxoethyl)-2,3,9-trimethyl-6H-thieno[3,2-f][1,2,4]triazolo[4,3-a][1,4]diazepin-4-yl)-[1,1'-biphenyl]-3-yl)-5-methoxypicolinamide